4-[(3S)-3-(dimethylamino)pyrrolidin-1-yl]-6-fluoro-N-{8-fluoro-2-methylimidazo[1,2-a]pyridin-6-yl}-2-methylindazole-7-carboxamide CN([C@@H]1CN(CC1)C=1C2=CN(N=C2C(=C(C1)F)C(=O)NC=1C=C(C=2N(C1)C=C(N2)C)F)C)C